(3,4-dimethoxyphenyl)-1-methyl-2,3,7,7a-tetrahydroindol-6-one COC=1C=C(C=CC1OC)C1N(C2CC(C=CC2C1)=O)C